tris[4,4'-di-tert-butyl-(2,2')-bipyridine] ruthenium (III) bis(hexafluorophosphate) F[P-](F)(F)(F)(F)F.F[P-](F)(F)(F)(F)F.[Ru+3].C(C)(C)(C)C1=CC(=NC=C1)C1=NC=CC(=C1)C(C)(C)C.C(C)(C)(C)C1=CC(=NC=C1)C1=NC=CC(=C1)C(C)(C)C.C(C)(C)(C)C1=CC(=NC=C1)C1=NC=CC(=C1)C(C)(C)C